6-chloro-3-(3-cyclopropyl-2-fluoro-phenoxy)-N-[2-(3,4-dimethylphenyl)-2,2-difluoro-ethyl]-5-methyl-pyridazine ClC1=C(C=C(NN1CC(F)(F)C1=CC(=C(C=C1)C)C)OC1=C(C(=CC=C1)C1CC1)F)C